FCC1(C(C(C=2C(C3(C(C(C12)=O)(C)O)CC3)(C)O)O)C)O (fluoromethyl)-1',3',4',6'-tetrahydroxy-2',4',6'-trimethyl-1',2',3',4'-tetrahydrospiro[cyclopropane-1,5'-inden]-7'(6'H)-one